2-(2-fluoro-4-(4-oxopyrrolidin-2-yl)phenyl)-N-(tetrahydro-2H-pyran-4-yl)benzo[d]imidazo[2,1-b]thiazole-7-carboxamide FC1=C(C=CC(=C1)C1NCC(C1)=O)C=1N=C2SC3=C(N2C1)C=CC(=C3)C(=O)NC3CCOCC3